ClC=1C=C(C=CC1)CS(=O)(=O)NCCN1CCC(CC1)CN1N=NC(=C1)C1=C(NC2=CC=C(C=C12)F)C(=O)OCC(C)C Isobutyl 3-(1-((1-(2-(((3-chlorophenyl)methyl)sulfonamido)ethyl)piperidin-4-yl)methyl)-1H-1,2,3-triazol-4-yl)-5-fluoro-1H-indol-2-carboxylat